1,2,4,5-benzenetetra-carbonitrile C=1(C(=CC(=C(C1)C#N)C#N)C#N)C#N